CNC(=O)C=1C=C(C=CC1)C1=CC=C(C=C1)C[C@H](CC(NO)=O)N1N=NC(=C1)CNC(C1=CC=C(C=C1)F)=O (R)-4'-(2-{4-[(4-fluoro-benzoylamino)-methyl]-[1,2,3]triazol-1-yl}-3-hydroxycarbamoyl-propyl)-biphenyl-3-carboxylic acid methylamide